BrC1=CC2=C(C=C1)[C@@]1(NC(OC1)=O)CO2 (3R)-6-bromospiro[2H-benzofuran-3,4'-oxazolidine]-2'-one